C(CCC)C1=CC(=NC=C1)C1=CC=CC=C1CN(C(O)=O)C1=CC(=C(C(=C1)F)C=O)F.NC=1C=C(C=NC1)C1=CC=CC=2N(C(NC21)=O)C2CCN(CC2)C(=O)NC2=CC(=C(C=C2)Cl)Cl 4-[4-(5-Aminopyridin-3-yl)-2-oxo-2,3-dihydro-1H-1,3-benzodiazol-1-yl]-N-(3,4-dichlorophenyl)piperidine-1-carboxamide 4-butylpyridinebenzyl-(3,5-difluoro-4-formylphenyl)-carbamate